C(O[C@H]1C[C@H](CC1)C1=NN(C(=C1)NC1=CC(=NC=C1)OCCC12CC(C1)(C2)N)C(C)(C)C)(OC2=CC=C(C=C2)[N+](=O)[O-])=O (1R,3S)-3-(5-((2-(2-(3-aminobicyclo[1.1.1]pentan-1-yl)ethoxy)pyridin-4-yl)amino)-1-(tert-butyl)-1H-pyrazol-3-yl)cyclopentyl (4-nitrophenyl) carbonate